NC=1C2=C(N=CN1)N(C=C2)[C@H]2[C@@H]([C@@H]([C@H](C2)CCC2=CC=C1C=C3C(=NC1=C2)N[C@@H](C3)CO)O)O (1R,2S,3R,5S)-3-(4-amino-7H-pyrrolo[2,3-d]pyrimidin-7-yl)-5-(2-((S)-2-(hydroxymethyl)-2,3-dihydro-1H-pyrrolo[2,3-b]quinolin-7-yl)ethyl)cyclopentane-1,2-diol